N=C(C(=O)O)CCCCCC 2-iminooctanoic acid